BrC1=CC=C(C=C1)[C@@H](C(F)(F)F)NC(=O)C1CN(CCC1)C(=O)OC(C)(C)C tert-butyl 3-(((S)-1-(4-bromophenyl)-2,2,2-trifluoroethyl)carbamoyl)piperidine-1-carboxylate